2-(N-(3-chloro-4-(cyclopropylmethoxy)phenyl)-3-(triisopropylsilyl)-propiolamido)-3,3-dimethylbutanoic acid ClC=1C=C(C=CC1OCC1CC1)N(C(C#C[Si](C(C)C)(C(C)C)C(C)C)=O)C(C(=O)O)C(C)(C)C